dioleoyl-dimethylammonium chloride [Cl-].C(CCCCCCC\C=C/CCCCCCCC)(=O)[N+](C)(C)C(CCCCCCC\C=C/CCCCCCCC)=O